(3S)-5-(7,8-difluoro-3-quinolyl)-9-fluoro-2,2,3-trimethyl-3H-1,4-benzoxazepine FC1=CC=C2C=C(C=NC2=C1F)C1=N[C@H](C(OC2=C1C=CC=C2F)(C)C)C